1-(4-((4-(3-(3-amino-5-(4-amino-4-methylpiperidin-1-yl)pyrazin-2-yl)-2-chlorophenyl)piperazin-1-yl)methyl)phenyl)dihydropyrimidine-2,4(1H,3H)-dione NC=1C(=NC=C(N1)N1CCC(CC1)(C)N)C=1C(=C(C=CC1)N1CCN(CC1)CC1=CC=C(C=C1)N1C(NC(CC1)=O)=O)Cl